COC1=C(C=CC=C1)C(CN1C(N(C(C2=C1SC(=C2C)C=2OC=CN2)=O)C(C(=O)O)(C)C)=O)N2CCCCC2 2-(1-(2-(2-methoxyphenyl)-2-(piperidin-1-yl)ethyl)-5-methyl-6-(oxazol-2-yl)-2,4-dioxo-1,4-dihydrothieno[2,3-d]pyrimidin-3(2H)-yl)-2-methylpropionic acid